F[C@H]1CN(C[C@H]1F)C=1C=2N(N=C(C1)C=1C(=NC(=NC1)OC)OC)C=CN2 8-[(3S,4R)-3,4-difluoropyrrolidin-1-yl]-6-(2,4-dimethoxypyrimidin-5-yl)imidazo[1,2-b]pyridazine